6-amino-9-benzyl-2-(2-propylsulfinyl)-7H-purin-8-one NC1=C2NC(N(C2=NC(=N1)S(=O)C(C)C)CC1=CC=CC=C1)=O